ClC1=CN=CC(=N1)C1=CC(=C(N)C=C1)C 4-(6-chloropyrazin-2-yl)-2-methylaniline